methyl (R)-1-methyl-5-(1-tritylaziridine-2-carboxamido)-1H-imidazole-2-carboxylate CN1C(=NC=C1NC(=O)C1[N@@](C1)C(C1=CC=CC=C1)(C1=CC=CC=C1)C1=CC=CC=C1)C(=O)OC